ClCC=1N=NNC1 Chloromethyl-triazole